Cl.C1(CC12CCCCC2)CN spiro[2.5]octan-1-ylmethanamine HCl salt